O[C@@H]1CCCCCCCCCCC(OCC[C@H]1O)=O |r| (13RS,14RS)-13,14-dihydroxyoxacyclohexadecan-2-one